1-(4-fluorophenyl)-5-(5-methoxy-2-((2-methyl-2H-1,2,3-triazol-4-yl)sulfonyl)-5-phenylhexahydrocyclopenta[c]pyrrol-3a(1H)-yl)-6-methyl-1H-indazole FC1=CC=C(C=C1)N1N=CC2=CC(=C(C=C12)C)C12C(CN(C1)S(=O)(=O)C1=NN(N=C1)C)CC(C2)(C2=CC=CC=C2)OC